hexafluoronickel (IV) F[Ni-2](F)(F)(F)(F)F